[N+](=O)([O-])C(CO)CO 2-nitropropane-1,3-diol